cis-2-methyl-N-(5-(trans-3-(4-(trifluoromethyl)phenyl)cyclobutoxy)-1H-indol-3-yl)oxetane-3-carboxamide C[C@@H]1OC[C@@H]1C(=O)NC1=CNC2=CC=C(C=C12)O[C@@H]1C[C@H](C1)C1=CC=C(C=C1)C(F)(F)F